8-(tert-butyl) 4-ethyl (2S,5S)-2-methyl-3-oxo-1-oxa-8-azaspiro[4.6]undecane-4,8-dicarboxylate C[C@@H]1O[C@]2(C(C1=O)C(=O)OCC)CCN(CCC2)C(=O)OC(C)(C)C